(2-Chloro-7-(4-(1-isopropyl-4-(trifluoromethyl)-1H-imidazol-2-yl)benzyl)-7H-pyrrolo[2,3-d]pyrimidin-6-yl)methanol ClC=1N=CC2=C(N1)N(C(=C2)CO)CC2=CC=C(C=C2)C=2N(C=C(N2)C(F)(F)F)C(C)C